CN(C)CC=1N(C=CC1)C N-methyl-N-((1-methyl-1H-pyrrol-2-yl)methyl)methan-1-amine